BrN1CC2(C3=NC=CC=C31)CCC2 bromo-1',2'-dihydrospiro(cyclobutane-1,3'-pyrrolo[3,2-b]pyridine)